[4-bromo-1-(5,5-dimethyl-2-oxa-5-silahex-1-yl)-6-fluoroindazol-5-yl](2-chloro-5-fluorophenyl)methanol BrC1=C2C=NN(C2=CC(=C1C(O)C1=C(C=CC(=C1)F)Cl)F)COCC[Si](C)(C)C